[Cl-].[Cl-].BrC1=CC=C(C=C1)C(=[Zr+2](C1=C(C(=CC=2C3=CC(=C(C=C3CC12)C)C(C)(C)C)C(C)(C)C)C)C1C=CC=C1)C1=CC=C(C=C1)Br di-(p-bromophenyl)methylene(cyclopentadienyl)(2,7-dimethyl-3,6-di-tert-butylfluorenyl)zirconium dichloride